Cl.BrC1CCN(CC1)CCC(=O)C1=CC=CC=C1 4-bromo-β-piperidyl-propiophenone hydrochloride